FC1=CC=CC=2N=C(OC21)C2=CC=C(C=C2)NC(C(C)(C)C)=O N-[4-(7-fluoro-1,3-benzoxazol-2-yl)phenyl]-2,2-dimethyl-propanamide